NC1=NC=CC(=C1)N1C=C(C(C2=CC(=C(C=C12)N1[C@H](CCC1)COC1=NC=CC=C1Cl)Cl)=O)C(=O)O (R)-1-(2-aminopyridin-4-yl)-6-chloro-7-(2-(((3-chloropyridin-2-yl)oxy)methyl)pyrrolidin-1-yl)-4-oxo-1,4-dihydro-quinoline-3-carboxylic acid